4-(3-phenylisoxazolidin-2-yl)-N-(1H-pyrazol-4-yl)-5-(trifluoromethyl)pyrimidin-2-amine C1(=CC=CC=C1)C1N(OCC1)C1=NC(=NC=C1C(F)(F)F)NC=1C=NNC1